(1S)-2-(3-fluoropropyl)-N-((trans)-4-methoxy-3,4-dihydro-2H-1-benzopyran-3-yl)-3-oxo-1,2,3,4-tetrahydroisoquinoline-1-carboxamide FCCCN1[C@@H](C2=CC=CC=C2CC1=O)C(=O)N[C@@H]1COC2=C([C@H]1OC)C=CC=C2